C1(CCC1)C1=CC=CC(=N1)C1=CC(=C(C(=C1)F)N1CCC(CC1)CC(=O)O)F 2-[1-[4-(6-cyclobutyl-2-pyridinyl)-2,6-difluoro-phenyl]-4-piperidinyl]acetic acid